CC=1C(=NC(=NC1)NC1=CC=NN1C)C=1N=C(OC1)C(=O)NCC(C)(C)C 4-(5-methyl-2-((1-methyl-1H-pyrazol-5-yl)amino)pyrimidin-4-yl)-N-neopentyloxazole-2-carboxamide